CC1=CC=CC(=N1)C1=NN=C(O1)C(=O)N1[C@@H](C2=C(CC1)NC=N2)C2=NN1C(C=CC=C1C(F)(F)F)=C2 (S)-(5-(6-methylpyridin-2-yl)-1,3,4-oxadiazol-2-yl)(4-(7-(trifluoromethyl)pyrazolo[1,5-a]pyridin-2-yl)-6,7-dihydro-1H-imidazo[4,5-c]pyridin-5(4H)-yl)methanone